ClC=1C=CC=2N=CN=C(C2N1)NC1=C(C(=C(C=C1)OC1=CC2=C(N(C=N2)C(F)F)C=C1)C)F 6-chloro-N-(4-((1-(difluoromethyl)-1H-benzo[d]imidazol-5-yl)oxy)-2-fluoro-3-methylphenyl)pyrido[3,2-d]pyrimidin-4-amine